ClC1=CC=C(C=N1)CN1C(C=CC=C1)=NC(C(F)(F)F)=NC(C)C N-[1-((6-chloropyridin-3-yl)methyl)pyridin-2(1H)-ylidene]-2,2,2-trifluoro-N'-isopropylacetamidine